BrC=1C=C(C(=NC1)[N+](=O)[O-])F 5-bromo-3-fluoro-2-nitro-pyridine